N-(4-((Dimethylamino)methyl)phenyl)-3',4'-difluoro-5'-methoxy-[1,1'-biphenyl]-4-amin CN(C)CC1=CC=C(C=C1)NC1=CC=C(C=C1)C1=CC(=C(C(=C1)OC)F)F